(R)-N-Boc-2-(3-methoxy-3-oxopropyl)morpholine C(=O)(OC(C)(C)C)N1C[C@H](OCC1)CCC(=O)OC